C(CCCCCCCC)(=O)NC1=CC=C(C=C1)O 4-Nonanoylamino-phenol